ClC1=CC=C(CN2CC(OCCC2)CN2CCC(CC2)C=2C=C(C=CC2)O)C=C1 3-{1-[(4-(4-chlorobenzyl)-1,4-oxazepan-2-yl)methyl]piperidin-4-yl}phenol